5-(aminomethyl)-6-cyclopropyl-N-(3-{3-[(4-methyl-4H-1,2,4-triazol-3-yl)methyl]oxetan-3-yl}phenyl)pyridine-2-carboxamide NCC=1C=CC(=NC1C1CC1)C(=O)NC1=CC(=CC=C1)C1(COC1)CC1=NN=CN1C